(3S)-3-carbamimidamido(4,4,4-2H3)butanoic acid N(C(=N)N)[C@H](CC(=O)O)C([2H])([2H])[2H]